C(C)OC(NC1=NC=CC(=C1)OC1=CC(=C(C=C1)NC(=O)NC1=CC(=NN1C1=CC=CC=C1)C(C)(C)C)SC)=O (4-(4-(3-(3-(tert-butyl)-1-phenyl-1H-pyrazol-5-yl)ureido)-3-(methylthio)phenoxy)pyridin-2-yl)carbamic acid ethyl ester